tetramethyl-xylene diphosphate OP(O)(=O)OP(=O)(O)O.CC=1C(=C(C(=C(C1C)C)C)C)C